COCC1C(C(C1)=O)(C)C 3-methoxymethyl-2,2-dimethylcyclobutanone